butyltrimethylammonium butyl-carbonate C(CCC)OC([O-])=O.C(CCC)[N+](C)(C)C